triisononylcyclohexane C(CCCCCC(C)C)C1C(CCCC1)(CCCCCCC(C)C)CCCCCCC(C)C